4-amino-N-(2,3-dihydro-1H-inden-2-yl)-6-((2-hydroxyphenyl)amino)picolinamide NC1=CC(=NC(=C1)NC1=C(C=CC=C1)O)C(=O)NC1CC2=CC=CC=C2C1